(S)-3-((1-(7,8-dichloro-4-(1H-imidazol-1-yl)quinolin-2-yl)-5-oxopyrrolidin-2-yl)methoxy)propionic acid tert-butyl ester C(C)(C)(C)OC(CCOC[C@H]1N(C(CC1)=O)C1=NC2=C(C(=CC=C2C(=C1)N1C=NC=C1)Cl)Cl)=O